OC1=C(C=CC(=C1)C1=CC(=NC=C1)O)C=1N=C2N(C(C1)=O)C=C(C=C2)C=2CCNCC2 2-[2-hydroxy-4-(2-hydroxypyridin-4-yl)phenyl]-7-(1,2,3,6-tetrahydropyridin-4-yl)-4H-pyrido[1,2-a]pyrimidin-4-one